CC(C[C@@H](C(=O)N[C@H](C(=O)O)CC1=CC=CC=C1)NC([C@H](CCC1=CC=CC=C1)NC(CN1CCOCC1)=O)=O)C (S)-2-((S)-4-methyl-2-((S)-2-(2-morpholinoacetamido)-4-phenyl-butanamido)pentanamido)-3-phenylpropanoic acid